C(CCCCCCCC)[Mo](OC1=CC=CC=C1)(CCCCCCCCC)(CCCCCCCCC)(Cl)Cl trisnonylphenoxymolybdenum dichloride